1'-cyclopropyl-5-(4,4,5,5-tetramethyl-1,3,2-dioxaborolan-2-yl)-3H-spiro[benzofuran-2,4'-piperidine] C1(CC1)N1CCC2(CC1)OC1=C(C2)C=C(C=C1)B1OC(C(O1)(C)C)(C)C